COC1=C(C=C(C=C1)C1(CCOCCC1)C)S(=O)(=O)Cl 2-methoxy-5-(4-methyloxepan-4-yl)benzenesulfonyl chloride